1-(tert-butyl) 5-(perfluorophenyl) (18-(tert-butoxy)-18-oxooctadecanoyl)-L-glutamate C(C)(C)(C)OC(CCCCCCCCCCCCCCCCC(=O)N[C@@H](CCC(=O)OC1=C(C(=C(C(=C1F)F)F)F)F)C(=O)OC(C)(C)C)=O